sulfo-N-Hydroxysuccinimide S(=O)(=O)(O)C1C(=O)N(C(C1)=O)O